ClC=1C=C(C(=C(C#N)C1)F)OC1=C(N=CN(C1=O)CC=1C(NC(=CC1)CO)=O)C(C)F 5-chloro-2-fluoro-3-((4-(1-fluoroethyl)-1-((6-(hydroxymethyl)-2-oxo-1,2-dihydropyridin-3-yl)methyl)-6-oxo-1,6-dihydropyrimidin-5-yl)oxy)benzonitrile